tri-ethyl-n-butylzirconium C(C)[Zr](CCCC)(CC)CC